N'-(4-chlorophenyl)-4-(2,4-dioxopyrrolidin-3-ylidene)-4-((3-methoxyphenyl)amino)butanoyl-hydrazine ClC1=CC=C(C=C1)NNC(CCC(NC1=CC(=CC=C1)OC)=C1C(NCC1=O)=O)=O